C(C)OC(C#N)[C@]1(CN(CC1)C(C)(C)C=1C=NC(=CC1)C)CCC=1SC(=CC1)F |o1:6| 2-ethoxy-2-((R or S)-3-(2-(5-fluorothiophen-2-yl)ethyl)-1-(2-(6-methylpyridin-3-yl)propan-2-yl)pyrrolidin-3-yl)acetonitrile